NC(C(=O)N1CCN(CC1)CC(=O)N1CCN(CC1)C)(C)C 2-amino-2-methyl-1-(4-(2-(4-methylpiperazin-1-yl)-2-oxoethyl)piperazin-1-yl)propan-1-one